C1(=C(C=CC=C1)C1=C([Se]C2=C1C=CC=C2)C2=NN=NC(=C2C2=CC=CC=C2)C2=CC=CC=C2)C2=CC=CC=C2 biphenylyl(diphenyltriazinyl)benzselenophene